7-benzyl-4-hydroxy-1-(4-methoxybenzyl)-2-oxo-1,2,5,6,7,8-hexahydro-1,7-naphthyridine C(C1=CC=CC=C1)N1CCC=2C(=CC(N(C2C1)CC1=CC=C(C=C1)OC)=O)O